NC1=NC=CC=C1C1=NC=2C(=NC(=CC2)C2=CC=CC=C2)N1C=1C=C2CCC(C2=CC1)C(=O)NCC1=CC(=C(C=C1)C=O)O 5-[2-(2-aminopyridin-3-yl)-5-phenylimidazo[4,5-b]pyridin-3-yl]-N-[(4-formyl-3-hydroxyphenyl)methyl]-2,3-dihydro-1H-indene-1-carboxamide